COC(C1=CC(=CC=C1)[C@@H](CCOC)NC(NC(OC(C)(C)C)=O)=S)=O.C1=CC=CC=2C3=CC=CC=C3N(C12)C1=CC=CC=C1 4-(9H-carbazol-9-yl)benzene methyl-(R)-3-(11,11-dimethyl-9-oxo-7-thioxo-2,10-dioxa-6,8-diazadodecan-5-yl)benzoate